spiro[fluorene-9,9'-thioxanthene]-1-ylboronic acid C1=CC=CC=2SC3=CC=CC=C3C3(C12)C1=CC=CC=C1C=1C=CC=C(C13)B(O)O